CNC(COCC#C)=O N-methyl-2-(prop-2-yn-1-yloxy)acetamide